ClC1=CC=C(C=C1)C=1N=CN(C1C1=CC=NC=C1)CC(=O)N1CCC2(CN(C2)C)CC1 2-[4-(4-chlorophenyl)-5-(pyridin-4-yl)-1H-imidazol-1-yl]-1-{2-methyl-2,7-diazaspiro[3.5]nonan-7-yl}ethan-1-one